C(#C)C=1C(=C(NC2=NC=NC3=CC=C(C=C23)C2CN(C2)C(C=C)=O)C=CC1)F 1-[3-[4-(3-Ethynyl-2-fluoro-anilino)quinazolin-6-yl]azetidin-1-yl]prop-2-en-1-one